3,4-bis(chloro)pyridazine ClC=1N=NC=CC1Cl